N-((S)-chroman-4-yl)-2-(3-ethyl-3,8-diazabicyclo[3.2.1]octan-8-yl)-7,8-dihydro-1,6-naphthyridine-6(5H)-carboxamide O1CC[C@@H](C2=CC=CC=C12)NC(=O)N1CC=2C=CC(=NC2CC1)N1C2CN(CC1CC2)CC